6'-Bromo-2'-methylspiro[cyclopentane-1,1'-isoindolin]-3'-one BrC1=CC=C2C(N(C3(C2=C1)CCCC3)C)=O